[β-(Trimethylsilyl)ethoxy]methylchloride C[Si](CCOCCl)(C)C